FC1(CCC(CC1)N(C(=O)[C@H]1N(CCC1)S(=O)(=NC)C1=CC=C(C=C1)C)CC1=CC=C(C=C1)C)F (2S)-N-(4,4-Difluorocyclohexyl)-1-(N,4-dimethylphenylsulfonimidoyl)-N-(4-methylbenzyl)pyrrolidine-2-carboxamide